C(CCCC)O.C(CCCC)O.C(CCCC)O.C(CCCC)O.[Zr] zirconium tetra-n-pentanol